4-(2-Acryloyloxy-ethoxy)benzophenon C(C=C)(=O)OCCOC1=CC=C(C(=O)C2=CC=CC=C2)C=C1